1-(4-Azido-2-methylphenyl)-3-(4-hydroxy-3-methylphenyl)prop-2-en-1-one N(=[N+]=[N-])C1=CC(=C(C=C1)C(C=CC1=CC(=C(C=C1)O)C)=O)C